I[C@H]1[C@H](CCCC1)C(C)(C)C (1r,2r)-1-iodo-2-tert-butylcyclohexane